N-(5-hydroxy-pyridin-2-yl)-4'-cyano-biphenyl-4-carboxamide OC=1C=CC(=NC1)NC(=O)C1=CC=C(C=C1)C1=CC=C(C=C1)C#N